N-(4-chloro-5-(trifluoromethyl)pyrimidin-2-yl)-3-cyclopropyl-5,6,7,8-tetrahydro-1,6-naphthyridin-2-amine ClC1=NC(=NC=C1C(F)(F)F)NC1=NC=2CCNCC2C=C1C1CC1